BrC1=NN(C(=C1)CC(C)C)C1=CC(=C(C=C1)F)OC1CCC1 3-Bromo-1-(3-cyclobutyloxy-4-fluorophenyl)-5-isobutyl-1H-pyrazole